C1=C[C@@H]([C@@H]([C@H]1NCC2=CNC3=C2C(=O)NC(=N3)N)O)O The molecule is a pyrrolopyrimidine. It has a role as an Escherichia coli metabolite. It is a conjugate base of a queuine(1+).